(phenylthio)tetradecahydrophenanthrene-1-carboxylate C1(=CC=CC=C1)SC1(CCCC2C3CCCCC3CCC12)C(=O)[O-]